N-((1-(2-(dimethylamino)ethyl)-1H-1,2,3-triazol-4-yl)methyl)acrylamide CN(CCN1N=NC(=C1)CNC(C=C)=O)C